F[P-](F)(F)(F)(F)F.ClC=1C=CC2=C(N(N=N2)OC(=[N+](C)C)N(C)C)C1 O-(6-chlorobenzotriazol-1-yl)-1,1,3,3-tetramethyl-Uronium hexafluorophosphate